P(O)(=O)(OP(=O)(O)OP(=O)(O)O)OC[C@@H]1[C@H]([C@H]([C@@H](O1)N1C=CC=2C(N)=NC=NC12)O)O 7-deazaadenosine 5'-triphosphate